O[C@H](COC=1C=C(C=CC1)S(=O)(=O)CC#N)CNC1COC2(C1)CCN(CC2)S(=O)(=O)C2=CC1=CC=CC=C1C=C2 2-(3-((2S)-2-hydroxy-3-(8-(naphthalen-2-ylsulfonyl)-1-oxa-8-azaspiro[4.5]decan-3-ylamino)propoxy)benzenesulfonyl)acetonitrile